COC1=C(C=CC=C1)C1=NN=C(S1)NS(=O)(=O)C1CCN(CC1)C(=O)OC(C)(C)C tert-Butyl 4-(N-(5-(2-methoxyphenyl)-1,3,4-thiadiazol-2-yl)sulfamoyl)piperidine-1-carboxylate